3-cyclopropyl-7-[3-(cyclopropylmethylamino)-1,2,4-triazol-4-yl]-N-(2-methylpropyl)-6,7,8,9-tetrahydrobenzo[g]isoquinoline-5-sulfonamide C1(CC1)C=1N=CC=2C=C3C(=C(C2C1)S(=O)(=O)NCC(C)C)CC(CC3)N3C(=NN=C3)NCC3CC3